FC1=CC=C(C=C1)C1=CC(=C(C=C1)C#N)C1=NN(C=C1)C1(CC1)C 4'-fluoro-3-(1-(1-methylcyclopropyl)-1H-pyrazol-3-yl)-[1,1'-biphenyl]-4-carbonitrile